N-(4-(5-(difluoromethyl)-1,3,4-oxadiazol-2-yl)benzyl)-N-phenylmorpholine-4-thioamide FC(C1=NN=C(O1)C1=CC=C(CN(C(=S)N2CCOCC2)C2=CC=CC=C2)C=C1)F